1-(6-acetamido-4-methylpyridin-3-yl)-6-chloro-7-(5,7-dihydro-6H-pyrrolo[3,4-b]pyridin-6-yl)-4-oxo-1,4-dihydroquinoline-3-carboxylic acid C(C)(=O)NC1=CC(=C(C=N1)N1C=C(C(C2=CC(=C(C=C12)N1CC2=NC=CC=C2C1)Cl)=O)C(=O)O)C